4-chloro-5-(2-bromo-3,4-difluoro-phenoxy)pyrimidine ClC1=NC=NC=C1OC1=C(C(=C(C=C1)F)F)Br